(3aR,5s,6aS)-N-(2-hydroxyethyl)-5-((5-(5-methylthiazol-2-yl)-1H-pyrrolo[2,3-b]-pyridin-4-yl)amino)hexahydrocyclopenta[c]pyrrole-2(1H)-sulfonamide OCCNS(=O)(=O)N1C[C@@H]2[C@H](C1)CC(C2)NC2=C1C(=NC=C2C=2SC(=CN2)C)NC=C1